(2S,5R)-1-(2'-methoxy-[1,1'-biphenyl]-4-carbonyl)-5-(o-tolyl)pyrrolidine-2-carboxylic acid COC1=C(C=CC=C1)C1=CC=C(C=C1)C(=O)N1[C@@H](CC[C@@H]1C1=C(C=CC=C1)C)C(=O)O